N-(4-Ethoxyphenyl)-6-morpholin-4-yl-N1-m-tolyl-[1,3,5]triazine-2,4-diamine hydrochloride Cl.C(C)OC1=CC=C(C=C1)NC1N(C(=NC(=N1)N)N1CCOCC1)C=1C=C(C=CC1)C